FC(CC1=NN(C=C1C(CC)O)COCC[Si](C)(C)C)(F)F 1-[3-(2,2,2-trifluoroethyl)-1-(2-trimethylsilylethoxymethyl)pyrazol-4-yl]propan-1-ol